tert-butyl 2-(3-(6-bromo-8-methoxy-3,4-dihydroisoquinolin-2(1H)-yl)-2-oxopyrrolidin-1-yl)acetate BrC=1C=C2CCN(CC2=C(C1)OC)C1C(N(CC1)CC(=O)OC(C)(C)C)=O